FC(C1=CC=C(C=N1)[C@@H]1C[C@@H](CC1)N1CCC2(CS(C2)(=O)=O)CC1)(F)F 7-((1R,3S)-3-(6-(trifluoromethyl)pyridin-3-yl)cyclopentyl)-2-thia-7-azaspiro[3.5]nonane 2,2-dioxide